BrC1=CC=C2C=CC(=CC2=C1)N(C)C 7-bromo-N,N-dimethylnaphthalene-2-amine